C(C)(C)OC([C@@](CC(C)(C)C)(C=1C=CC=2N(C1)C=CN2)N)=O.C(O)NC(NCO)=O Dimethylolurea isopropyl-(R)-2-amino-2-(imidazo[1,2-a]pyridin-6-yl)-4,4-dimethylpentanoate